ONC(CC=1C(=NNC1C1=CC=CC=C1)C1=CC=C(C(=O)O)C=C1)=O 4-[4-[2-(hydroxyamino)-2-oxo-ethyl]-5-phenyl-1H-pyrazol-3-yl]Benzoic acid